C(N)(=O)C1=CC(=NC2=C1N=CN=C2N[C@H]2CC(CN(C2)C(=O)OC(C)(C)C)(F)F)C2=C(C=C(C=C2)C(F)F)C#N tert-butyl (5S)-5-({8-carbamoyl-6-[2-cyano-4-(difluoromethyl)phenyl]pyrido[3,2-d]pyrimidin-4-yl}amino)-3,3-difluoropiperidine-1-carboxylate